(1R,3R,5R)-N-((R)-cyclopropyl(2-fluoro-4-(trifluoromethyl)phenyl)methyl)-2-(3-((2-hydroxyethyl)sulfonyl)benzoyl)-2-azabicyclo[3.1.0]hexane-3-carboxamide C1(CC1)[C@@H](NC(=O)[C@@H]1N([C@@H]2C[C@@H]2C1)C(C1=CC(=CC=C1)S(=O)(=O)CCO)=O)C1=C(C=C(C=C1)C(F)(F)F)F